N-tert.-Butyl-4-[[2-(2-thienyl)acetyl]amino]pyridin C(C)(C)(C)N1CC=C(C=C1)NC(CC=1SC=CC1)=O